NC1=NN2C(C=C(C=C2)C=2C=C(C(=NC2)C)NC(=O)N2OCC[C@H]2C2=CC=C(C=C2)C#N)=N1 (S)-N-(5-(2-amino-[1,2,4]triazolo[1,5-a]pyridin-7-yl)-2-methylpyridin-3-yl)-3-(4-cyanophenyl)isoxazolidine-2-carboxamide